N1N=CC2=CC=C(C=C12)CN1C(N(C(C2=C1SC(=C2)S(=O)(=O)NC2(CC2)C)=O)CC=2C=NN(C2)C)=O 1-((1H-indazole-6-yl)methyl)-3-((1-methyl-1H-pyrazole-4-yl)methyl)-N-(1-methylcyclopropyl)-2,4-dioxo-1,2,3,4-tetrahydrothieno[2,3-d]pyrimidin-6-sulfonamide